C(C1=CC=CC=C1)OC1=NC(=CC=C1C1=NN(C2=CC(=CC=C12)N[C@@H]1[C@@H](CC2(CN(C2)C(=O)OC(C)(C)C)CC1)C)C)OCC1=CC=CC=C1 tert-butyl (6r,7s)-7-((3-(2,6-bis(benzyloxy) pyridin-3-yl)-1-methyl-1H-indazol-6-yl) amino)-6-methyl-2-azaspiro[3.5]nonane-2-carboxylate